3-(3-(1H-pyrrolo[2,3-b]pyridin-5-yl)phenyl)-N-(4-trifluoromethylphenyl)acrylamide N1C=CC=2C1=NC=C(C2)C=2C=C(C=CC2)C=CC(=O)NC2=CC=C(C=C2)C(F)(F)F